ClC=1C(=NN2C1CNCCC2)C(=O)C2CC2 3-chloro-2-(cyclopropanecarbonyl)-4,6,7,8-tetrahydropyrazolo[1,5-a][1,4]diazepine